(3S)-2-[2-methyl-6-(trifluoromethyl)pyrimidin-4-yl]-N-(m-tolyl)-1,1-dioxo-1,2-thiazolidine-3-carboxamide CC1=NC(=CC(=N1)N1S(CC[C@H]1C(=O)NC=1C=C(C=CC1)C)(=O)=O)C(F)(F)F